3'-bromo-4'-chloro-5'-iodo-2,6-dimethyl-1,1'-biphenyl BrC=1C=C(C=C(C1Cl)I)C1=C(C=CC=C1C)C